1,3-bistrimethylsilylcyclopentadiene C[Si](C1=CC(=CC1)[Si](C)(C)C)(C)C